C(C)C(C(=O)[O-])CCCC.[Na+] Natrium 2-ethylhexanoat